tert-butyl 6-((N-(tert-butoxycarbonyl)sulfamoyl)(cyclopropylmethyl)amino)-2-azaspiro[3.3]heptane-2-carboxylate C(C)(C)(C)OC(=O)NS(=O)(=O)N(C1CC2(CN(C2)C(=O)OC(C)(C)C)C1)CC1CC1